N1=C(C=CC=C1)C(CC(=O)O)N1N=CC2=CC(=CC=C12)OCCC1=NC=2NCCCC2C=C1 3-(Pyridin-2-yl)-3-(5-(2-(5,6,7,8-tetrahydro-1,8-naphthyridin-2-yl)ethoxy)-1H-indazol-1-yl)propanoic acid